p-bromophenylhydrazine hydrochloride C1=CC(=CC=C1NN)Br.Cl